OC=1N=CC=C2C1N(C=C2C2=CC(=C1C=CN(C1=C2)[C@@H](C2CCOCC2)C2=CC=CC=C2)NS(=O)(=O)CC)C (S)-N-(6-(7-hydroxy-1-methyl-1H-pyrrolo[2,3-c]pyridin-3-yl)-1-(phenyl(tetrahydro-2H-pyran-4-yl)methyl)-1H-indol-4-yl)ethanesulfonamide